FC1(CC2(CC(C2)N2C=3C(C4=CC(=CC=C24)C(=O)OCC)=CN(N3)C)C1)F ethyl 8-{6,6-difluorospiro[3.3]heptan-2-yl}-2-methyl-2H,8H-pyrazolo[3,4-b]indole-5-carboxylate